phenylphosphine diformate C(=O)O.C(=O)O.C1(=CC=CC=C1)P